(3S)-2-(2-(3-acetyl-5-(2-methylpyrimidin-5-yl)-1H-indazol-1-yl)acetyl)-5-(azetidin-1-ylmethyl)-N-(6-bromo-3-methylpyridin-2-yl)-2-azabicyclo[3.1.0]hexane-3-carboxamide C(C)(=O)C1=NN(C2=CC=C(C=C12)C=1C=NC(=NC1)C)CC(=O)N1C2CC2(C[C@H]1C(=O)NC1=NC(=CC=C1C)Br)CN1CCC1